C(OC(C(Cl)(Cl)Cl)(C)C)([O-])=O dimethyl-2,2,2-trichloroethyl carbonate